C(=O)=[Ti](C1=C(C(=CC=C1F)N=C=O)F)(C1=C(C(=CC=C1F)N=C=O)F)(C1C=CC=C1)C1C=CC=C1 carbonyl-Bis(cyclopentadienyl)bis[2,6-difluoro-3-isocyanatophenyl]titanium